tert-Butyl (3-(2-chloro-5-((1R,3R)-2,2-dichloro-3-(3,4-dichlorophenyl)cyclopropane-1-carboxamido)benzamido)-2,4-difluorophenyl)carbamate ClC1=C(C(=O)NC=2C(=C(C=CC2F)NC(OC(C)(C)C)=O)F)C=C(C=C1)NC(=O)[C@@H]1C([C@H]1C1=CC(=C(C=C1)Cl)Cl)(Cl)Cl